C(C)(=O)C=1C(=NC2=CC=CC=C2N1)C 3-acetyl-methyl-quinoxaline